C(C)(C)(C)OC(=O)N1CCN(CC1)[C@H]1[C@H](CCCC1)N 4-[cis-2-aminocyclohexyl]piperazine-1-carboxylic acid tert-butyl ester